benzyl (3S)-4-[2-(4-formyl-1-piperidyl)ethyl]-3-methyl-piperazine-1-carboxylate C(=O)C1CCN(CC1)CCN1[C@H](CN(CC1)C(=O)OCC1=CC=CC=C1)C